tert-butyl 4-((4-(2,6-difluoro-4-nitrophenyl)piperazin-1-yl)methyl)-4-fluoropiperidine-1-carboxylate FC1=C(C(=CC(=C1)[N+](=O)[O-])F)N1CCN(CC1)CC1(CCN(CC1)C(=O)OC(C)(C)C)F